7-ethoxy-2-(tetrahydro-2H-pyran-4-yl)imidazo[1,2-a]pyridine C(C)OC1=CC=2N(C=C1)C=C(N2)C2CCOCC2